L-lactic acid methyl ester COC([C@@H](O)C)=O